(3S)-7-((3S,5R)-4-acryloyl-3,5-dimethylpiperazin-1-yl)-10-(4,5-dichloro-2-fluorophenyl)-3-(methoxymethyl)-9-(trifluoromethyl)-2,3-dihydro-5H-[1,4]thiazino[2,3,4-ij]quinazolin-5-one C(C=C)(=O)N1[C@H](CN(C[C@H]1C)C1=NC(N2C3=C(C(=C(C=C13)C(F)(F)F)C1=C(C=C(C(=C1)Cl)Cl)F)SC[C@@H]2COC)=O)C